ClC1(CN=CC(=C1C)Cl)C#N 3,5-dichloro-3-cyano-4-methylpyridine